C12C=CC(C(C1)C(=O)OCCOC(C(=C)C)=O)C2 2-(Methacryloyloxy)ethyl endo,exo-5-norbornenecarboxylate